cyclamate hydrochloride C1CCC(CC1)NS(=O)(=O)[O-].[Na+].Cl